C(C)(C)OC=1C(=CC(=NC1)C1=NSC(=N1)NC1=NC=CC=C1OC)C(F)(F)F 3-(5-isopropoxy-4-(trifluoromethyl)pyridin-2-yl)-N-(3-methoxypyridin-2-yl)-1,2,4-thiadiazol-5-amine